O.[Na+].[Na+].C(C1=CC=CC=C1)(=O)[O-].C(C1=CC=CC=C1)(=O)[O-] benzoic acid disodium salt monohydrate